BrC=1C=C2C=CC=NC2=CC1OCOC 6-bromo-7-(methoxyl-methoxy)quinoline